OB1N(N=CC2=C1C=CC=C2)C(=O)C=2SC=CN2 (1-hydroxybenzo[d][1,2,3]diazaborinin-2(1H)-yl)(thiazol-2-yl)methanone